C[C@@H]1[C@H]([C@H]([C@H](O1)OP(=O)(O)O)O)O The molecule is a 5-deoxyribose phosphate consisting of 5-deoxy-alpha-D-ribose having the phospho group located at the 1-position. It derives from an alpha-D-ribose 1-phosphate and a 5-deoxy-alpha-D-ribofuranose. It is a conjugate acid of a 5-deoxy-alpha-D-ribose 1-phosphate(2-).